triphenylsulfonium 4-carboxy-2-hydroxybenzenesulfonate C(=O)(O)C1=CC(=C(C=C1)S(=O)(=O)[O-])O.C1(=CC=CC=C1)[S+](C1=CC=CC=C1)C1=CC=CC=C1